(2R)-3-(benzyloxy)-2-[(tert-butoxycarbonyl)amino]-1-[(methoxycarbonyl)oxy]-propan-1-one C(C1=CC=CC=C1)OC[C@H](C(=O)OC(=O)OC)NC(=O)OC(C)(C)C